C1(CC1)NC(O[C@@H]1CC[C@H](CC1)C(N(C[C@@H]1CC[C@H](CC1)C1=CC(=C(C=C1)OC)C)C1=CC(=CC=C1)C=1C=NN(C1)C1CC1)=O)=O trans-4-((3-(1-Cyclopropyl-1H-pyrazol-4-yl)phenyl) ((trans-4-(4-methoxy-3-methylphenyl)-cyclohexyl)-methyl)carbamoyl)cyclohexyl cyclopropylcarbamate